CCCCCCC/C=C\CCCCCCCC(=O)OC[C@H](COP(=O)([O-])OCC[N+](C)(C)C)OC(=O)CCCCC/C=C\C/C=C\C/C=C\C/C=C\CCCCC 1-(9Z-heptadecenoyl)-2-(7Z,10Z,13Z,16Z-docosatetraenoyl)-glycero-3-phosphocholine